O(S(=O)(=O)C(F)(F)F)C1=CC=C(C=C1)C=1N=C(N(C1)C)C1CC1 [4-(2-cyclopropyl-1-methyl-imidazol-4-yl) phenyl] triflate